C1(=CC=CC=C1)C\C=C/C=O (Z)-4-Phenyl-2-butenal